(R)-3-amino-1-(p-tolyl)azetidinone tert-butyl-3-(3-(4-methoxybenzyl)-8-methyl-4-oxo-3,4,5,6,7,8-hexahydropyrido[2,3-d]pyrimidin-2-yl)-2,5-dihydro-1H-pyrrole-1-carboxylate C(C)(C)(C)OC(=O)N1CC(=CC1)C=1N(C(C2=C(N1)N(CCC2)C)=O)CC2=CC=C(C=C2)OC.N[C@H]2C(N(C2)C2=CC=C(C=C2)C)=O